[1-(7-nitro-quinazolin-4-yl)-pyrrolidin-3-yl]-pyrrolidine [N+](=O)([O-])C1=CC=C2C(=NC=NC2=C1)N1CC(CC1)N1CCCC1